C(C)(C)(C)C1=C(C=C(C=C1)C(C)(C)C)N=CC(C)C1=CC=CC2=CC=CC=C12 N-(2,5-di-tert-butylphenyl)-2-(naphthalen-1-yl)propane-1-imine